3-aminophenylboronic acid pinacol ester NC=1C=C(C=CC1)B1OC(C)(C)C(C)(C)O1